tert-butyl (3R,4R)-3-fluoro-4-[[5-(trifluoro-methyl)-4-trimethylstannylpyrimidin-2-yl]amino]piperidine-1-carboxylate F[C@@H]1CN(CC[C@H]1NC1=NC=C(C(=N1)[Sn](C)(C)C)C(F)(F)F)C(=O)OC(C)(C)C